FC([C@@H](C(=O)N1[C@@H]([C@@H]2[C@H](C1)CCC2)C(=O)N[C@H](C=O)C[C@H]2C(NCCC2)=O)NC(C(F)(F)F)=O)(C)C (1S,3aR,6aS)-2-((R)-3-fluoro-3-methyl-2-(2,2,2-trifluoroacetamido)butanoyl)-N-((S)-1-oxo-3-((S)-2-oxopiperidin-3-yl)propan-2-yl)octahydrocyclopenta[c]pyrrole-1-carboxamide